Mono(2-hydroxymethylhexyl) phthalate C(C=1C(C(=O)[O-])=CC=CC1)(=O)OCC(CCCC)CO